methyl N-[5-[6-[4-(4-fluoro-3-methoxy-phenyl)-5-methyl-1,2,4-triazol-3-yl]-4-methyl-benzimidazol-1-yl]-2-pyridyl]carbamate FC1=C(C=C(C=C1)N1C(=NN=C1C)C=1C=C(C2=C(N(C=N2)C=2C=CC(=NC2)NC(OC)=O)C1)C)OC